N-(2-(2,6-dioxopiperidin-3-yl)-3-oxo-2,3,7,8-tetrahydro-1H-furo[3,2-e]isoindol-5-yl)-2-(trifluoromethoxy)benzamide O=C1NC(CCC1N1C(C=2C=C(C3=C(C2C1)CCO3)NC(C3=C(C=CC=C3)OC(F)(F)F)=O)=O)=O